C(C)(C)(C)OC(=O)N1CCN(CC1)C=1C2=C(N=CN1)[C@@H](C[C@H]2C)O.O=C2NCCN2C2=NC=C(C=C2)C(F)(F)F 2-(2-oxotetrahydro-1H-imidazol-3-yl)-5-(trifluoromethyl)pyridine tert-Butyl-4-((5R,7R)-7-hydroxy-5-methyl-6,7-dihydro-5H-cyclopenta[d]pyrimidin-4-yl)-piperazine-1-carboxylate